N-[(6-methylpyridazin-3-yl)methyl]-6-(5-methylthiazol-2-yl)pyrido[3,2-d]pyrimidin-4-amine CC1=CC=C(N=N1)CNC=1C2=C(N=CN1)C=CC(=N2)C=2SC(=CN2)C